CC(C)CC(C(CCC)C)O 2,5-dimethyl-4-octanol